CC1(CCC2=CC=C(C=C12)C=CC=O)C 3-(3,3-dimethyl-2,3-dihydro-1H-inden-5-yl)acrolein